FC1=C(C=CC=C1)C1=CC(=CN1S(=O)(=O)C1=CC(=CC(=C1)OCCCOC)C#CCOC)CNC 1-(5-(2-fluorophenyl)-1-((3-(3-methoxyprop-1-yn-1-yl)-5-(3-methoxypropoxy)phenyl)sulfonyl)-1H-pyrrol-3-yl)-N-methyl-methylamine